(R)-1-(3-fluorophenyl)-2-((2-methyl-1-((S)-piperidin-3-yl)propan-2-yl)-amino)ethan-1-ol FC=1C=C(C=CC1)[C@H](CNC(C[C@H]1CNCCC1)(C)C)O